BrC1=CC=C2C(=NC(=NC2=C1F)Cl)N1C2(CC2)CN(CC1)C(=O)OC(C)(C)C tertbutyl 4-(7-bromo-2-chloro-8-fluoroquinazolin-4-yl)-4,7-diazaspiro[2.5]octane-7-carboxylate